F[B-](F)(F)F.C(C)(C)(C)P(C(C)(C)C)C(C)(C)C tri-tert-butyl-phosphine fluoroborate